CC1=C(C=NO1)C=1C=CC(=C(N)C1)C=1C=NC=CC1 5-(5-methylisoxazol-4-yl)-2-(pyridin-3-yl)aniline